(1S,2S,4R,6R)-2-(hydroxymethyl)-2-(methoxymethyl)-6-methyl-quinuclidin-3-one OC[C@]1(N2[C@@H](C[C@H](C1=O)CC2)C)COC